ethyl 2-(2-((5-(3-(aminomethyl)-2-methoxyphenyl)-7-methoxybenzofuran-3-yl)methoxy)phenyl)acetate NCC=1C(=C(C=CC1)C=1C=C(C2=C(C(=CO2)COC2=C(C=CC=C2)CC(=O)OCC)C1)OC)OC